1,2,3,4-tetrafluorobutane FCC(C(CF)F)F